C(C)(C)(C)C1=C(C=CC(=C1)C(=O)N1C2CN(CC1CC2)C2=NC=C(C=N2)C(F)(F)F)NC(O)=O.O(O)C(C)(C)C=2OC=CC2 2-(1-Hydroperoxy-1-methylethyl)furan (tert-butyl-4-(3-(5-(trifluoromethyl)pyrimidin-2-yl)-3,8-diazabicyclo[3.2.1]octane-8-carbonyl)phenyl)carbamate